N-(methyl-d3)-4-((4-(5-methyl-2H-tetrazol-2-yl)-2-(trifluoromethoxy)phenyl)amino)pyridazine-3-carboxamide C(NC(=O)C=1N=NC=CC1NC1=C(C=C(C=C1)N1N=C(N=N1)C)OC(F)(F)F)([2H])([2H])[2H]